N1C=NC(=C1)CCNC(=O)C1=CC=C(C=C1)C1=CC=C(C=C1)NC(=O)NC1(CCCCC1)C1=NC(=NC=C1)C#N N-(2-(1H-imidazol-4-yl)ethyl)-4'-(3-(1-(2-cyanopyrimidin-4-yl)cyclohexyl)ureido)-[1,1'-biphenyl]-4-carboxamide